O=C1NC(CC[C@@H]1N1CC2=CC=C(C(=C2C1=O)F)CNC(OC1CC(C1)C1=CC=C(C2=C1N=CS2)F)=O)=O (1s,3s)-3-(7-fluorobenzo[d]thiazol-4-yl)cyclobutyl ((2-(2,6-dioxopiperidin-3-yl)-4-fluoro-3-oxoisoindolin-5-yl)methyl)carbamate